BrC1=CC=C(C=C1)/C=C/C(=O)NCC(=O)N1CCN(CC1)C (E)-3-(4-bromophenyl)-N-[2-(4-methylpiperazin-1-yl)-2-oxoethyl]prop-2-enamide